6-(2,8-Dimethylimidazo[1,2-a]pyridin-6-yl)-N-methyl-N-(2,2,6,6-tetramethylpiperidin-4-yl)1,3-benzothiazol-2-amin CC=1N=C2N(C=C(C=C2C)C2=CC3=C(N=C(S3)N(C3CC(NC(C3)(C)C)(C)C)C)C=C2)C1